tert-Butyl 3-((4-(4-isopropyl-5-(8-methyl-[1,2,4]triazolo[1,5-a]pyridin-6-yl)-1H-pyrazol-3-yl) cyclohexyl)(methyl)carbamoyl)azetidine-1-carboxylate C(C)(C)C=1C(=NNC1C=1C=C(C=2N(C1)N=CN2)C)C2CCC(CC2)N(C(=O)C2CN(C2)C(=O)OC(C)(C)C)C